(4-Benzylpiperidin-1-yl)(5-(5-fluoro-1H-indol-2-yl)-4H-1,2,4-triazol-3-yl)methanone C(C1=CC=CC=C1)C1CCN(CC1)C(=O)C1=NN=C(N1)C=1NC2=CC=C(C=C2C1)F